6-[8-(1,3-benzothiazol-2-ylcarbamoyl)-3,4-dihydroisoquinolin-2(1H)-yl]-3'-methyl-2'-(tricyclo[3.3.1.13,7]dec-1-ylsulfanyl)-3,4'-bipyridine-2-carboxylic acid S1C(=NC2=C1C=CC=C2)NC(=O)C=2C=CC=C1CCN(CC21)C2=CC=C(C(=N2)C(=O)O)C2=C(C(=NC=C2)SC21CC3CC(CC(C2)C3)C1)C